COC(=O)C1=CC2=C(OCC(N2CCOC)=O)C=C1[N+](=O)[O-] 4-(2-methoxyethyl)-7-nitro-3-oxo-3,4-dihydro-2H-benzo[b][1,4]oxazine-6-carboxylic acid methyl ester